ethyl (2S)-2-[(tert-butoxycarbonyl) amino]-3-(3-ethenylphenyl)propanoate C(C)(C)(C)OC(=O)N[C@H](C(=O)OCC)CC1=CC(=CC=C1)C=C